2-hydroxy-4-dodecoxy-5-nitrobenzophenone OC1=C(C(=O)C2=CC=CC=C2)C=C(C(=C1)OCCCCCCCCCCCC)[N+](=O)[O-]